C(C1=CC=CC=C1)NC1=NC2=CC=CC=C2C=C1 N-benzyl-quinoline-2-amine